6-(4-Fluorobenzyl)-3-(3,5-difluorobenzyl)-1,2,3,4,6,8,9,10-octahydro-5H-pyrido[3,4-e]pyrimido[1,2-a]pyrimidin-5-one FC1=CC=C(CN2C=3N(C4=C(C2=O)CN(CC4)CC4=CC(=CC(=C4)F)F)CCCN3)C=C1